4''-butyl-4-(difluoro(3,4,5-trifluorophenoxy)methyl)-2',3,5-trifluoro-1,1':4',1''-terphenyl C(CCC)C1=CC=C(C=C1)C1=CC(=C(C=C1)C1=CC(=C(C(=C1)F)C(OC1=CC(=C(C(=C1)F)F)F)(F)F)F)F